CC1(NC(=NC(=C1)C)NC=1C(=C(C2=C(CCO2)C1)C=1CCCNCC1)C)N 4,6-dimethyl-N2-[6-methyl-7-(2,3,4,7-tetrahydro-1H-azepin-5-yl)-2,3-dihydrobenzofuran-5-yl]pyrimidine-2,4-diamine